2,6-dihydroxyl-3-cyano-5-fluoropyridine OC1=NC(=C(C=C1C#N)F)O